(2-(1-(4-amino-3-(3-fluoro-4-methoxyphenyl)-1H-pyrazolo[3,4-d]pyrimidin-1-yl)ethyl)phenyl)methacrylamide NC1=C2C(=NC=N1)N(N=C2C2=CC(=C(C=C2)OC)F)C(C)C2=C(C=CC=C2)C=C(C(=O)N)C